FC1=CC=C(C=C1)C1=NN(CC1C1=CC=CC=C1)S(=O)(=O)C=1C=NC=CC1 3-(4-fluorophenyl)-4-phenyl-N-(pyridin-3-ylsulfonyl)-4,5-dihydro-1H-pyrazole